di-(3-octyl) phosphate P(=O)(OC(CC)CCCCC)(OC(CC)CCCCC)[O-]